CC(C[C@@H](C(=O)N[C@@H](C[C@H]1C(NCC1)=O)C(COC(F)(F)F)=O)NC(CNC1(CC1)C(F)(F)F)=O)C (S)-4-methyl-N-((S)-3-oxo-1-((S)-2-oxopyrrolidin-3-yl)-4-(trifluoromethoxy)butan-2-yl)-2-(2-((1-(trifluoromethyl)cyclopropyl)amino)acetamido)pentanamide